4-(4-piperidinyl)piperazine-1-carboxylic acid tert-butyl ester C(C)(C)(C)OC(=O)N1CCN(CC1)C1CCNCC1